3-(3-methyl-3-butene-2-yl)-4-[(4H-pyran-2-yl)oxy]Benzaldehyde CC(C(C)C=1C=C(C=O)C=CC1OC=1OC=CCC1)=C